FC(C=1C(=NC(=NC1)C=1C=C(C=CC1)/C=C/C(=O)OCC)NC1=CC=C(C=C1)C=1C=NN(C1)COCC[Si](C)(C)C)(F)F (E)-ethyl 3-(3-(5-(trifluoromethyl)-4-((4-(1-((2-(trimethylsilyl)ethoxy)methyl)-1H-pyrazol-4-yl)phenyl)amino)pyrimidin-2-yl)phenyl)acrylate